C(#CC)OC1=C(C=C(CCN)C=C1OC)OC 4-propynyloxy-3,5-dimethoxy-phenethylamine